iron-manganese oxyhydroxide O(O)O.[Mn].[Fe]